3-Chloro-1-(5-chloro-2,4-dihydroxyphenyl)propan-1-one ClCCC(=O)C1=C(C=C(C(=C1)Cl)O)O